OCCNC(CO)CO 2-(2-hydroxyethylamino)propane-1,3-diol